CC(C(=O)O)CCCCCCCCCCCCCCCC methyl-octadecanoic acid